C(C)OC(=O)NS(=O)(=O)OC1=CC=C(C=C1)C Ethoxycarbonyl-p-tolyloxySulfonamide